1,12-dichloro-4,9-dimethyldodeca-4,8-diene ClCCCC(=CCCC=C(CCCCl)C)C